2-(dibenzylamino)-1-(2-methylpyridin-4-yl)ethan-1-ol C(C1=CC=CC=C1)N(CC(O)C1=CC(=NC=C1)C)CC1=CC=CC=C1